N,N-diethyl-3-aminopropyl-methyl-dimethoxysilane C(C)N(CCC[Si](OC)(OC)C)CC